[NH+]12CCCN=C2CCC1 1,5-diazabicyclo[4.3.0]-5-nonenylium